5-bromo-N-(1-(2-methoxyethyl)-1H-pyrazol-4-yl)-4-methylpyrimidin-2-amine BrC=1C(=NC(=NC1)NC=1C=NN(C1)CCOC)C